1-butyl (2-(2-((4-((4-((2-(methylcarbamoyl)phenyl)amino)-5-(trifluoromethyl)pyrimidin-2-yl)amino)benzyl)amino)pyrimidin-4-yl)ethyl)carbamate CNC(=O)C1=C(C=CC=C1)NC1=NC(=NC=C1C(F)(F)F)NC1=CC=C(CNC2=NC=CC(=N2)CCNC(OCCCC)=O)C=C1